1-Oleoyl-2-hydroxy-sn-glycerol C(CCCCCCC\C=C/CCCCCCCC)(=O)OC[C@@H](OO)CO